ClC1=C(C(=CC=C1)OC)N1CCN(CC1)CCCCC1=C(NC2=CC=CC=C12)C#N 3-(4-(4-(2-chloro-6-methoxyphenyl)piperazin-1-yl)butyl)-cyano-indole